C1(=CC=CC=C1)C1=NOC(=C1C(=O)OCC)C1=CC=CC=C1 Ethyl 3,5-diphenylisoxazole-4-carboxylate